C(C)(=O)N1S(C2=C(C=C(C=C2)OC)C12C(N(C(C2)=O)C)=O)(=O)=O 2-acetyl-5-methoxy-1'-methyl-2H-spiro[benzo[d]isothiazole-3,3'-pyrrolidine]-2',5'-dione 1,1-dioxide